FC=1C=C2C(=NC1)N(C=C2C(=O)OC)C methyl 5-fluoro-1-methyl-1H-pyrrolo[2,3-b]pyridine-3-carboxylate